O(C1C(=CC2CCC1C2)Cl)C2C(=CC1CCC2C1)Cl 4,4'-oxybis(3-chlorobicyclo[3.2.1]oct-2-ene)